N-[2-hydroxy-5-(2-trimethylsilylethynyl)phenyl]morpholine-4-carboxamide OC1=C(C=C(C=C1)C#C[Si](C)(C)C)NC(=O)N1CCOCC1